1-[(2-fluoropyridin-4-yl)methyl]-N-{4-[(E)-2-(6-methoxypyridin-2-yl)vinyl]-1,3-thiazol-2-yl}pyrrole-2-carboxamide FC1=NC=CC(=C1)CN1C(=CC=C1)C(=O)NC=1SC=C(N1)\C=C\C1=NC(=CC=C1)OC